O=C1CCC(O1)C1=CC=CC=C1 5-oxo-2-phenyltetrahydrofuran